C1(CC1)C1CCC(CC1)OC[C@H]1[C@H](CCC2=CC=C(C(N12)=O)C)NS(=O)(=O)CC |r| rac-N-[(3S,4R)-4-({[(1S,4S)-4-cyclopropylcyclohexyl]oxy}methyl)-7-methyl-6-oxo-1,3,4,6-tetrahydro-2H-quinolizin-3-yl]ethanesulfonamide